O[C@H]1C[C@H]2[C@@H]3CCC([C@@]3(C)CC[C@@H]2[C@]2(CC/C(/CC12)=C\CCC(=O)O)C)=O (E)-4-(6α-hydroxy-17-ketoandrostan-3-ylidene)butanoic acid